1-(5-chlorobenzofuran-2-yl)ethylamine hydrochloride Cl.ClC=1C=CC2=C(C=C(O2)C(C)N)C1